N-(6-(1-cyanospiro[2.2]pentan-1-yl)isoquinolin-3-yl)-2-(pyridin-3-yl)acetamide C(#N)C1(CC12CC2)C=2C=C1C=C(N=CC1=CC2)NC(CC=2C=NC=CC2)=O